2-(3-fluoro-2,6-diisopropylphenyl)acetamide FC=1C(=C(C(=CC1)C(C)C)CC(=O)N)C(C)C